chloro[(dichlorosilyl)methyl]dimethylsilane Cl[Si](C)(C)C[SiH](Cl)Cl